NC=1C2=C(N=CN1)N(C=C2C2=CC=C(C1=C2CC(O1)C)NC(=O)NC1=NOC(=C1)C1(CC1)C(F)(F)F)C1CC1 1-(4-(4-amino-7-cyclopropyl-7H-pyrrolo[2,3-d]pyrimidin-5-yl)-2-methyl-2,3-dihydrobenzofuran-7-yl)-3-(5-(1-(trifluoromethyl)cyclopropyl)isoxazol-3-yl)urea